C(C)(C)(C)C=1C=C(C=CC1)C=[NH+][O-] M-tert-butyl-α-phenylnitrone